4-bromo-1H-pyrrolo[2,3-b]pyridine-2-carboxylic acid ethyl ester C(C)OC(=O)C1=CC=2C(=NC=CC2Br)N1